FC(COP1(=NP(=NP(=N1)(OCC(C(F)(F)F)(F)F)OCC(C(F)(F)F)(F)F)(OCC(C(F)(F)F)(F)F)OCC(C(F)(F)F)(F)F)OCC(C(F)(F)F)(F)F)(C(F)(F)F)F hexa(2,2,3,3,3-pentafluoropropoxy)cyclotriphosphazene